(2S)-4-[3-(dimethylamino)propionyloxy]-1-(7-oxo-7-undecyloxy-heptyl)pyrrolidine-2-carboxylic acid [8-(1-octylnonyloxy)-8-oxo-octyl] ester C(CCCCCCC)C(CCCCCCCC)OC(CCCCCCCOC(=O)[C@H]1N(CC(C1)OC(CCN(C)C)=O)CCCCCCC(OCCCCCCCCCCC)=O)=O